(3S,11aR)-7-((3,5-difluoro-4-((2-(trifluoromethyl)pyridin-4-yl)oxy)benzyl)oxy)-6-methyl-3,4-dihydro-1H,9H,11H-3,11a-methanopyrimido[6',1':2,3]imidazo[5,1-c][1,4]oxazin-9-one FC=1C=C(COC2=NC(N3C(N4[C@@]5(CO[C@H](C4)C5)C3)=C2C)=O)C=C(C1OC1=CC(=NC=C1)C(F)(F)F)F